CC1=C2C(=C(C=3C=4C=C(C=CC4N(C13)C)C(=O)OCC)C)C=NC=C2 Ethyl 5,6,11-trimethylpyrido[4,3-b]carbazole-9-carboxylate